5-ethyl-2-methylbenzene-1-sulfonamide C(C)C=1C=CC(=C(C1)S(=O)(=O)N)C